((2-methyl-5-(4-methylphthalazin-1-yl)phenyl)sulphonyl)morpholine CC1=C(C=C(C=C1)C1=NN=C(C2=CC=CC=C12)C)S(=O)(=O)N1CCOCC1